2-amino-3-methyl-N-((8R)-5,6,7,8-tetrahydroimidazo[1,2-a]pyridin-8-yl)-N-((6-(trifluoromethyl)-3-pyridazinyl)methyl)-6-quinolinecarboxamide NC1=NC2=CC=C(C=C2C=C1C)C(=O)N(CC=1N=NC(=CC1)C(F)(F)F)[C@H]1C=2N(CCC1)C=CN2